3-(diethoxymethyl)-1-methyl-2(1H)-quinoxalinone C(C)OC(C=1C(N(C2=CC=CC=C2N1)C)=O)OCC